CC=1C=C(C=C(C1[N+](=O)[O-])C)SC (3,5-dimethyl-4-nitrophenyl)(methyl)sulfane